4-((tert-butyldimethylsilyl)oxy)naphthalen-2-ol [Si](C)(C)(C(C)(C)C)OC1=CC(=CC2=CC=CC=C12)O